(3R)-7-((2S,5R)-4-acryloyl-2,5-dimethylpiperazin-1-yl)-9-chloro-10-(2,4-difluorophenyl)-3-((1-methylpiperidin-4-yl)methyl)-2H-[1,4]oxazino[2,3,4-ij]quinazolin C(C=C)(=O)N1C[C@@H](N(C[C@H]1C)C1=NCN2C3=C(C(=C(C=C13)Cl)C1=C(C=C(C=C1)F)F)OC[C@H]2CC2CCN(CC2)C)C